ClC1=C(C=CC=C1)N1CCN(CC1)CC(=O)O 2-(4-(2-Chlorophenyl)piperazin-1-yl)acetic acid